C(C)(C)C1=CC=C(C=C1)C=1N=C2N(C=CC=N2)C1CN1C2CN(CCC1CC2)C(=O)OC(C)(C)C tert-butyl 9-{[2-(4-isopropylphenyl) imidazo[1,2-a]pyrimidin-3-yl] methyl}-3,9-diazabicyclo[4.2.1]nonane-3-carboxylate